(3S,6S)-3-benzyl-piperazine-2,5-dione C(C1=CC=CC=C1)[C@H]1C(NCC(N1)=O)=O